CC1(C2=CC=CC=C2NC=2C=CC=CC12)C Dimethylacridane